C(C1=CC=CC=C1)[C@@H]1NC(OC1=O)=O (S)-4-benzyloxazolidine-2,5-dione